C(C=1C(C(=O)[O-])=CC=CC1)(=O)OCC(OC(C(=C)C)=O)CC(C)O 2-hydroxypropyl-2-(methacryloyloxy)-ethyl phthalate